(2S)-2-[(METHOXYCARBONYL)AMINO]PROPANOIC ACID COC(=O)N[C@H](C(=O)O)C